(P)-2-(2-acryloyl-2,6-diazaspiro[3.4]octan-6-yl)-4-(1,6-dimethyl-1H-indazol-7-yl)-7,7-dimethyl-6,7-dihydro-5H-cyclopenta[b]pyridine-3-carbonitrile C(C=C)(=O)N1CC2(C1)CN(CC2)C2=C(C(=C1C(=N2)C(CC1)(C)C)C=1C(=CC=C2C=NN(C12)C)C)C#N